tert-butyl (6-(2-(((2S,4R)-1-((S)-2-acetamido-3,3-dimethylbutanoyl)-4-hydroxypyrrolidine-2-carboxamido)methyl)-5-(4-methylthiazol-5-yl)phenoxy)hexyl)carbamate C(C)(=O)N[C@H](C(=O)N1[C@@H](C[C@H](C1)O)C(=O)NCC1=C(OCCCCCCNC(OC(C)(C)C)=O)C=C(C=C1)C1=C(N=CS1)C)C(C)(C)C